phosphinomaleic anhydride P/C=1/C(=O)OC(\C1)=O